CC(CC(=O)NC(C(=O)O)CCN(CCCCC1=NC=2NCCCC2C=C1)CC(C)(C)OC)(C)C 2-(3,3-dimethylbutanoylamino)-4-[(2-methoxy-2-methyl-propyl)-[4-(5,6,7,8-tetrahydro-1,8-naphthyridin-2-yl)butyl]amino]butanoic acid